((6'-chloro-[3,4'-bipyridyl]-2'-yl)imino)dimethyl-λ6-sulfanone ClC1=CC(=CC(=N1)N=S(=O)(C)C)C=1C=NC=CC1